1-Octyl-3-propylpyrrolidinium chlorid [Cl-].C(CCCCCCC)[NH+]1CC(CC1)CCC